COC(=O)[C@H]1N(C[C@@H]([C@@H]1CC)F)C(=O)OCC1=CC=CC=C1 (2S,3R,4R)-3-ethyl-4-fluoropyrrolidine-1,2-dicarboxylic acid 1-benzyl ester 2-methyl ester